(R)-N'-((3-ethyl-2-(trifluoromethyl)-6,7-dihydro-5H-cyclopenta[b]pyridin-4-yl)carbamoyl)-4-(2-hydroxypropan-2-yl)thiophene-2-sulfonimidamide C(C)C=1C(=C2C(=NC1C(F)(F)F)CCC2)NC(=O)N=[S@](=O)(N)C=2SC=C(C2)C(C)(C)O